ClC=1C=C(C=CC1F)N1N=C(C=C1)CO [1-(3-chloro-4-fluorophenyl)-1H-pyrazol-3-yl]methanol